4-(Trifluoromethyl)biphenyl FC(C1=CC=C(C=C1)C1=CC=CC=C1)(F)F